1,18-octadecenedioic acid C(CCCCCCCC(=O)O)CCCCCCC=CC(=O)O